FC=1C=C(C=CC1F)C=1C=C2CCC(C2=CC1)NC(O[C@@H]1CN2CCC1CC2)=O (S)-quinuclidin-3-yl (5-(3,4-difluorophenyl)-2,3-dihydro-1H-inden-1-yl)carbamate